6-(dipropylamino)-N-(2-oxo-2-(((2,2,2-trifluoroethoxy)methyl)amino)ethyl)hexanamide C(CC)N(CCCCCC(=O)NCC(NCOCC(F)(F)F)=O)CCC